7-amino-2-methyl-3,4-dihydropyrrolo[1,2-a]pyrazin-1-one NC=1C=C2N(CCN(C2=O)C)C1